2-Bromo-6-tert-butyl-furo[2,3-b]pyrazine BrC=1N=C2C(=NC1)OC(=C2)C(C)(C)C